C(C1=CC=CC=C1)N(S(=O)(=O)[C@@H]1[C@H]([C@]2([C@](C3=NC=C(C=C3O2)Cl)([C@@H]1O)O)C1=CC=C(C=C1)Br)C1=CC=CC=C1)C |r| rac-(5aR,6S,7R,8S,8aS)-N-benzyl-5a-(4-bromophenyl)-3-chloro-8,8a-dihydroxy-N-methyl-6-phenyl-5a,7,8,8a-tetrahydro-6H-cyclopenta[4,5]furo[3,2-b]pyridine-7-sulfonamide